(7R,14R)-1-(difluoromethoxy)-6-(methyl-d3)-11-((1-methyl-1H-imidazol-5-yl)ethynyl)-6,7-dihydro-7,14-methanobenzo[f]benzo[4,5]imidazo[1,2-a][1,4]diazocin-5(14H)-one FC(OC1=CC=CC=2C(N([C@H]3C=4N([C@@H](C21)C3)C3=C(N4)C=CC(=C3)C#CC3=CN=CN3C)C([2H])([2H])[2H])=O)F